Phenyl (cyclobutylmethyl)carbamate C1(CCC1)CNC(OC1=CC=CC=C1)=O